L-arabinonamide O=C([C@H](O)[C@@H](O)[C@@H](O)CO)N